COCCOC1=CC=C(C=N1)C=1C=C2CC(C(C2=CC1)NC(O[C@@H]1CN2CCC1CC2)=O)(C)C (S)-quinuclidin-3-yl (5-(6-(2-methoxyethoxy)pyridin-3-yl)-2,2-dimethyl-2,3-dihydro-1H-inden-1-yl)carbamat